[Si](C)(C)(C(C)(C)C)OC1=CC=C(C=C1)NC=1C=NN(C1CC(C)(C)CCOC1=C2CCN(CC2=CC=C1)C(=O)[O-])C1COCC1 5-(2-{4-[(4-{[tert-butyl(dimethyl)silyl]oxy}phenyl)amino]-1-(tetrahydrofuran-3-yl)-1H-pyrazol-5-yl tert-Butyl}ethoxy)-3,4-dihydroisoquinoline-2(1H)-carboxylate